8-fluoro-3-(2-{5-methoxy-6-[4-methyl-3-(trifluoromethyl)-1-piperazinyl]-3-pyridylamino}-4-pyrimidinylamino)-1,2-dihydro-2-quinolinone FC=1C=CC=C2C=C(C(NC12)=O)NC1=NC(=NC=C1)NC=1C=NC(=C(C1)OC)N1CC(N(CC1)C)C(F)(F)F